FC(CN1N=CC=2C1=NC(=CN2)N[C@H]2C[C@H]1CN(C[C@H]1CC2)C2=NC=CC(=C2)C(F)(F)F)F 1-(2,2-difluoroethyl)-N-((3aR,5R,7aS)-2-(4-(trifluoromethyl)pyridin-2-yl)octahydro-1H-isoindol-5-yl)-1H-pyrazolo[3,4-b]pyrazin-6-amine